C(CCCCCCC\C=C/C\C=C/CCCCC)(=O)OCCC(CCOC(CCC(OCCCCCCCC)OCCCCCCCC)=O)OC(=O)OCCCN(C)CC 5-((4,4-bis(octyloxy)butanoyl)oxy)-3-(((3-(ethyl(methyl)amino)propoxy)carbonyl)oxy)pentyl (9Z,12Z)-octadeca-9,12-dienoate